4-((3,5-dimethoxyphenyl)ethynyl)-5-fluoropyrimidin COC=1C=C(C=C(C1)OC)C#CC1=NC=NC=C1F